C(C)(C)(C)OC(=O)N[C@H](C(=O)N1[C@@H]([C@H]2C([C@H]2C1)(C)C)C(=O)O)C1CCCC1 (1R,2S,5S)-3-((S)-2-((tert-butoxycarbonyl)amino)-2-cyclopentylacetyl)-6,6-dimethyl-3-azabicyclo[3.1.0]hexane-2-carboxylic acid